S1N=NC(=C1)C1(CC1)C1=NNC=2N=C(NC(C21)=O)N2CCC1(CC2)[C@@H](C2=CC=CC=C2C1)N (S)-3-(1-(1,2,3-thiadiazol-4-yl)cyclopropyl)-6-(1-amino-1,3-dihydrospiro[indene-2,4'-piperidin]-1'-yl)-1,5-dihydro-4H-pyrazolo[3,4-d]pyrimidin-4-one